[Si](C)(C)(C(C)(C)C)O[C@]1(CN(CCC1)C1=C2N(C=NC2=NC(=N1)Cl)C1CCC1)C 6-[(3R)-3-{[tert-butyl(dimethyl)silyl]oxy}-3-methylpiperidin-1-yl]-2-chloro-7-cyclobutyl-7H-purine